[2-(Methacryloyl-oxy)ethyl]trimethylammonium chloride [Cl-].C(C(=C)C)(=O)OCC[N+](C)(C)C